iridium-silicon dioxide [Si](=O)=O.[Ir]